COC1=CC=C(C=C1)C1(C=CC2=C(O1)C=1C=C(C=CC1C1=C2C(C2=CC(=CC=C21)C)(CCC)O)C)C2=CC=C(C=C2)OC 3,3-bis(4-methoxyphenyl)-6,11-dimethyl-13-hydroxy-13-propyl-3H,13H-indeno[2',3':3,4]-naphtho[1,2-b]pyran